C(C)C=1N=C(SC1C(=O)N)C 4-ethyl-2-methylthiazole-5-carboxamide